(E)-3-(3-bromo-4,5-dihydroxyphenyl)-1-(3-nitrophenyl)-2-propen-1-one BrC=1C=C(C=C(C1O)O)/C=C/C(=O)C1=CC(=CC=C1)[N+](=O)[O-]